COC1=CC=C(C=C1)C1CCC2=CCCN12 3-(4-methoxyphenyl)tetrahydro-1H-pyrrolizine